C1(=CC=CC2=CC=CC=C12)[C@@H](C)N1CCC(CC1)N(S(=O)(=O)C)CC(=O)NCCNC(C=CC1=CC=CC=C1)=O (R)-N-(2-(2-(N-(1-(1-(naphthalen-1-yl)ethyl)piperidin-4-yl)methylsulfonamido)acetamido)ethyl)cinnamamide